2-(bis[4-hydroxy-5-isopropyl-2-methylphenyl]methyl)benzoic acid OC1=CC(=C(C=C1C(C)C)C(C1=C(C(=O)O)C=CC=C1)C1=C(C=C(C(=C1)C(C)C)O)C)C